COC(N(C[C@@H]1NCCC1)C1(CC1)C1=CC(=C(C=C1)F)C(F)(F)F)=O.C1(=CC=C(C=C1)C=CCCC=O)C 5-(p-tolyl)pent-4-enal Methyl-(R)-(1-(4-fluoro-3-(trifluoromethyl)phenyl)cyclopropyl)(pyrrolidin-2-ylmethyl)carbamate